FC(C1CO1)(F)F 3,3,3-trifluoro-1,2-epoxypropane